[Na+].CC1([C@H]2CN[C@@H]([C@@H]12)C(=O)[O-])C (1R,2S,5S)-6,6-dimethyl-3-azabicyclo[3.1.0]Hexane-2-carboxylic acid sodium salt